ClC=1C=C2C(=CC1)NC(C21CCN(CC1)CCOC=1C=C2CCNCC2=CC1)=O 5-chloro-1'-[2-(1,2,3,4-tetrahydroisoquinolin-6-yloxy)ethyl]-1,2-dihydrospiro[indole-3,4'-piperidin]-2-one